N1C[C@H](CC1)N1CC2(C1)CCC2 (S)-2-(Pyrrolidin-3-yl)-2-azaspiro[3.3]heptane